CN(CC=CC(=O)[NH-])C 4-(dimethylamino)but-2-enoyl-amide